C1(CC1)C=1N=NN(C1)[C@H](C(=O)N1[C@@H](C[C@H](C1)O)C(=O)NCC1=C(C=CC=C1)CN1C=NC=C1)C(C)(C)C (2S,4R)-1-[(2S)-2-(4-cyclopropyltriazol-1-yl)-3,3-dimethyl-butanoyl]-4-hydroxy-N-[[2-(imidazol-1-ylmethyl)phenyl]methyl]pyrrolidine-2-carboxamide